CSC1=CC=NC(=N1)C#N 6-(methylthio)pyrimidine-2-carbonitrile